C(=C)C1=CN(C=C1C=C)C 3,4-divinyl-1-methyl-pyrrole